C1(CCC1)C1=NC=NC(=C1C1=N[C@@H](C=2C(=N1)N=NC2)C(C)C2=CC=C(C=C2)C=2N(C=C(N2)C(F)(F)F)CC)OC (R)-6-(4-cyclobutyl-6-methoxypyrimidin-5-yl)4-(1-(4-(1-ethyl-4-(trifluoromethyl)-1H-imidazol-2-yl)phenyl)ethyl)4H-pyrazolo[3,4-d]pyrimidine